C(C)(C)C1=C(C=CC=C1)C1CN(C1)C=1C=NC=CC1OC 3-(2-isopropylphenyl)-N-(4-methoxypyridin-3-yl)azetidine